NC1=CC(=C(C2=CC=CC=C12)OC1=NC=CC=C1C1=NC(=NC=C1)N[C@@H]1CN(C[C@@H](C1)C)C(=O)OCCCC)C butyl (3S,5R)-3-((4-(2-((4-amino-2-methylnaphthalen-1-yl) oxy) pyridin-3-yl) pyrimidin-2-yl) amino)-5-methylpiperidine-1-carboxylate